N-(5-(2-chloro-6-methylpyridin-4-yl)-4-(4-fluorophenyl)pyrimidin-2-yl)piperidine-1-carboxamide ClC1=NC(=CC(=C1)C=1C(=NC(=NC1)NC(=O)N1CCCCC1)C1=CC=C(C=C1)F)C